C(C)(C)(C)OC(=O)N1C[C@](/C(/CC1)=C/F)(C(=O)O)C (S,E)-4-(fluoromethylene)-3-methylpiperidine-1,3-dicarboxylic acid-1-tert.Butyl ester